7-((S)-sec-Butoxy)-N-(1-cyclopropyl-2-oxo-1,2-dihydropyridin-3-yl)-2-((1S,4R)-1-methyl-2-oxabicyclo[2.2.1]Hept-4-yl)imidazo[1,2-a]Pyridine-6-carboxamide [C@H](C)(CC)OC1=CC=2N(C=C1C(=O)NC=1C(N(C=CC1)C1CC1)=O)C=C(N2)[C@@]21CO[C@@](CC2)(C1)C